6-bromo-5-methylimidazo[1,2-a]pyrimidine-3-carboxylic acid BrC=1C=NC=2N(C1C)C(=CN2)C(=O)O